NCC1=C(C=C(C#N)C=C1)OC 4-(aminomethyl)-3-methoxybenzonitrile